(8S)-7-((9-methyl-9H-fluorene-3-carbonyl)glycyl)-1,4-dioxa-7-azaspiro[4.4]nonane-8-carboxylic acid CC1C2=CC=CC=C2C=2C=C(C=CC12)C(=O)NCC(=O)N1CC2(OCCO2)C[C@H]1C(=O)O